C(C1=CC=CC=C1)OC=1C(C=CN2N([C@H]3N(C(C21)=O)CCOC3)C(C3=CC=CC=C3)C3=CC=CC=C3)=O (12aR)-7-(benzyloxy)-12-diphenylmethyl-3,4,12,12a-tetrahydro-1H-[1,4]oxazino[3,4-c]pyrido[2,1-f][1,2,4]triazine-6,8-dione